hexahydro-7-hydroxy-4-methyl-6,8-dioxo-2H-pyrido[1',2':4,5]pyrazino[2,1-b][1,3]oxazine-9-carboxamide OC1C(C(CN2C=C3OCCC(N3C(C21)=O)C)C(=O)N)=O